ClC1=CC=C(C=C1)C1=CC(=NC(=N1)C=1C=NC=CC1)N1C[C@H]([C@H](CC1)CO)F ((3S,4R)-1-(6-(4-chlorophenyl)-2-(pyridin-3-yl)pyrimidin-4-yl)-3-fluoropiperidin-4-yl)methanol